N,N-dimethyl-2-aminosulfonyl-pyridineamide CN(C(=O)C1(NC=CC=C1)S(=O)(=O)N)C